ClC=1C=C(CN2CC3(CC2)CCN(CC3)C(=O)N3N=C(C=C3)NC(C)=O)C=C(C1)F N-(1-(2-(3-Chloro-5-fluorobenzyl)-2,8-diazaspiro[4.5]decane-8-carbonyl)-1H-pyrazol-3-yl)acetamide